C1=NC=C(C2=CC=CC=C12)NC(NC1=C(CC(C1)CC(F)(F)F)C(=O)OCC)=O ethyl 2-(3-(isoquinolin-4-yl)ureido)-4-(2,2,2-trifluoroethyl)cyclopent-1-ene-1-carboxylate